sodium bromopropionate BrC(C(=O)[O-])C.[Na+]